tert-butyl (3R,4R)-4-(((7-((tert-butoxycarbonyl) (quinolin-2-ylmethyl) amino)-3-isopropylpyrazolo[1,5-a]pyrimidin-5-yl) amino) methyl)-3-hydroxypiperidine-1-carboxylate C(C)(C)(C)OC(=O)N(C1=CC(=NC=2N1N=CC2C(C)C)NC[C@@H]2[C@H](CN(CC2)C(=O)OC(C)(C)C)O)CC2=NC1=CC=CC=C1C=C2